C(C)(C)(C)[Si](OC)(OC)CCCCCCCC t-butyloctyl-dimethoxysilane